BrC1=C(C2=C(C(=C1CC[Si](OCC)(OCC)OCC)Br)O2)Br 2-(3,4-epoxytribromophenyl)ethyl-triethoxysilane